C(=CC)N1CCC(CC1)C1=NC(=C(C(=O)N)C=C1)C1=CC=C(C=C1)OC1=CC=CC=C1 6-(1-propenylpiperidin-4-yl)-2-(4-phenoxyphenyl)nicotinamide